2-mercaptoethyltriethoxysilane SCC[Si](OCC)(OCC)OCC